2-(methoxymethyl)-7-(3-(3-methoxythiophen-2-yl)-7,8-dihydro-1,6-naphthyridin-6(5H)-yl)-8-methyl-4H-pyrimido[1,2-b]pyridazin-4-one COCC=1N=C2N(N=C(C(=C2)C)N2CC=3C=C(C=NC3CC2)C=2SC=CC2OC)C(C1)=O